(5'S,7'S,7a'R)-7'-fluoro-1-(3-fluoropyrazolo[1,5-a]pyrimidin-7-yl)-5'-phenyltetrahydro-3'H-spiro[piperidine-4,2'-pyrrolo[2,1-b]oxazol]-3'-one F[C@H]1C[C@H](N2[C@@H]1OC1(C2=O)CCN(CC1)C1=CC=NC=2N1N=CC2F)C2=CC=CC=C2